C(C)(C)C1=C(C=CC=C1)C(C(=O)O)N1C[C@@H](CC1)OCCCCC1=NC=2NCCCC2C=C1 2-(2-Isopropylphenyl)-2-((R)-3-(4-(5,6,7,8-tetrahydro-1,8-naphthyridin-2-yl)butoxy)pyrrolidin-1-yl)acetic acid